OCCC1CCC2(CCN(CC2)C(=O)OCC2=CC=CC=C2)CC1 benzyl 9-(2-hydroxyethyl)-3-azaspiro[5.5]undecane-3-carboxylate